C=1N=CC2=CC(C=3NC=4C=CC=CC4C3C21)=O pyrrolo[3,4-c]carbazole-5-one